N-(Methylnaphthalyl)glycin CC1=C(C2=CC=CC=C2C=C1)NCC(=O)O